FC=1C=C(C=NC1)[C@H](CNCC1CCC(CC1)NC(C1=CC=CC=C1)=O)O N-((1R,4r)-4-((((R)-2-(5-Fluoropyridin-3-yl)-2-hydroxyethyl)amino)methyl)-cyclohexyl)benzamide